5-[(1R,3S,4R,5S)-5-{[5-cyclopropyl-3-(2,6-dichlorophenyl)-1,2-oxazol-4-yl]methoxy}-3-methyl-2-azabicyclo[2.2.1]heptan-2-yl]-N-(oxane-4-sulfonyl)pyridine-2-carboxamide C1(CC1)C1=C(C(=NO1)C1=C(C=CC=C1Cl)Cl)CO[C@@H]1[C@H]2[C@@H](N([C@@H](C1)C2)C=2C=CC(=NC2)C(=O)NS(=O)(=O)C2CCOCC2)C